4-(3-acetyl-2,4-dimethyl-1H-pyrrol-1-yl)benzonitrile C(C)(=O)C1=C(N(C=C1C)C1=CC=C(C#N)C=C1)C